tert-butyl 4-(2-fluoro-4-(methoxycarbonyl)phenyl)piperazine-1-carboxylate FC1=C(C=CC(=C1)C(=O)OC)N1CCN(CC1)C(=O)OC(C)(C)C